N-[(4-propoxyphenyl)methyl]-N'-(2-pyridinylmethyl)-N-(6,7,8,9-tetrahydro-5H-cyclohepta[b]pyridin-9-yl)-1,4-benzenedimethanamine C(CC)OC1=CC=C(C=C1)CN(CC1=CC=C(C=C1)CNCC1=NC=CC=C1)C1CCCCC=2C1=NC=CC2